(S)-9-(Methylsulfonyl)-4-oxo-3-propyl-2,3,4,9-tetrahydro-1H-carbazole-3-carbonitrile CS(=O)(=O)N1C2=CC=CC=C2C=2C([C@@](CCC12)(C#N)CCC)=O